O=C(C(=O)O)C(=O)O ketomalonic acid